(+)-(4aR,8aS)-6-[3-(3-Bromo-4-chlorophenoxy)azetidine-1-carbonyl]-4,4a,5,7,8,8a-hexahydropyrido[4,3-b][1,4]oxazin-3-one BrC=1C=C(OC2CN(C2)C(=O)N2C[C@@H]3[C@@H](OCC(N3)=O)CC2)C=CC1Cl